tert-butyl (2R)-2-methyl-3-oxo-azetidine-1-carboxylate C[C@H]1N(CC1=O)C(=O)OC(C)(C)C